ClC1=NC(=C(C(=N1)NC1=NNC2=CC(=CC=C12)[C@@H]1C[C@@]12C(NC1=CC=C(C=C21)OC)=O)OC)N2CCOCC2 (1R,2S)-2-(3-{[2-chloro-5-methoxy-6-(morpholin-4-yl)pyrimidin-4-yl]amino}-1H-indazol-6-yl)-5'-methoxyspiro[cyclopropane-1,3'-indol]-2'(1'H)-one